(cyanomethyl)-5-[(4S)-2,2-dimethyltetrahydropyran-4-yl]-N-methyl-N-phenyl-indole-2-carboxamide C(#N)CC1=C(NC2=CC=C(C=C12)[C@@H]1CC(OCC1)(C)C)C(=O)N(C1=CC=CC=C1)C